trimethylamine trihydrofluoric acid salt F.F.F.CN(C)C